C(C)N(C(=O)OC(C1=C(C=CC=C1)Cl)C=1C=NC(=CC1)Br)C(C(=NNC1=CC(=C(C(=C1)Cl)OC1=CN(C(C=C1)=O)CC1=CC(=CC=C1)OC)Cl)C#N)=O (6-bromopyridin-3-yl)(2-chlorophenyl)methanol Ethyl-(2-cyano-2-(2-(3,5-dichloro-4-((1-(3-methoxybenzyl)-6-oxo-1,6-dihydropyridin-3-yl)oxy)phenyl)hydrazono)acetyl)carbamate